ClC1=NC=C(C(=C1)C1=C(C=NC(=C1)C)C(=O)NC=1SC2=C(N1)CN(C2)C(C2=C(N=CC=C2)Cl)=O)OC 2'-chloro-N-(5-(2-chloronicotinoyl)-5,6-dihydro-4H-pyrrolo[3,4-d]thiazol-2-yl)-5'-methoxy-6-methyl-[4,4'-bipyridine]-3-carboxamide